L-valyl-(4R)-4-hydroxy-L-proline N[C@@H](C(C)C)C(=O)N1[C@@H](C[C@H](C1)O)C(=O)O